C1(=CC=CC=C1)S(=O)(=O)SC1=CC=CC=C1 S-phenyl thiobenzenesulfonate